COC(=O)C1=NC(=CC(=C1)C=C)C(=O)OC Dimethyl-4-vinylpyridine-2,6-dicarboxylate